FC(S(=O)(=O)C=1C=CC(=NC1)CC1CC2(CN(C2)C(=O)OC(C)(C)C)C1)(F)F tert-butyl 6-[[5-(trifluoromethylsulfonyl)-2-pyridyl]methyl]-2-azaspiro[3.3]heptane-2-carboxylate